BrC1=C(C=CC=C1)[C@@H]1CN(CCN1)C1=NC(=NC(=C1)C(C)C)NC(C)C (R)-4-(3-(2-bromophenyl)piperazin-1-yl)-N,6-diisopropylpyrimidin-2-amine